[Mo](=[Te])=[Te] molybdenum ditelluride